3,5-diaminobenzene NC=1C=CC=C(C1)N